C(C)(C)(C)C1=CC(=NN1[C@@H]1COCC1)NC=1N(C=2C(=NC=C(C2Cl)OC2=CC=3N(N=C2)C=CN3)N1)C (S)-N-(5-(tert-butyl)-1-(tetrahydrofuran-3-yl)-1H-pyrazol-3-yl)-7-chloro-6-(imidazo[1,2-b]pyridazin-7-yloxy)-1-methyl-1H-imidazo[4,5-b]pyridin-2-amine